Acetyl-L-Carnitine, Pyruvate salt C(C(=O)C)(=O)O.C(C)(=O)[C@](O)(C[N+](C)(C)C)CC([O-])=O